N-(3-oxocyclobutyl)but-3-enoic acid amide O=C1CC(C1)NC(CC=C)=O